C(C)(C)(C)C=1C(=C(C=C(C1)CCC(=O)OCCCCCC(C)C)N1N=C2C(=N1)C=CC(=C2)Cl)O 2-(3-tert-butyl-2-hydroxy-5-(2-isooctyloxycarbonylethyl)phenyl)-5-chloro-2H-benzotriazole